ClC=1C=CC(=C(C1)C1=NN(C=C1NC(=O)C=1C=NN2C1N=CC=C2)CC(=O)N2CC(C2)OC)OC N-(3-(5-chloro-2-methoxyphenyl)-1-(2-(3-methoxyazetidin-1-yl)-2-oxoethyl)-1H-pyrazol-4-yl)pyrazolo[1,5-a]pyrimidine-3-carboxamide